NC1=NC=CC(=C1C#CCN1CCNCC1)OC1=C(C=C(C=C1)NC(=O)C=1C(N(N=CC1)C1=CC=C(C=C1)F)=O)F N-(4-(2-amino-3-(3-(piperazin-1-yl)prop-1-ynyl)pyridin-4-yloxy)-3-fluorophenyl)-2-(4-fluorophenyl)-3-oxo-2,3-dihydropyridazine-4-carboxamide